N-(2-Chloro-3-{(4S)-2-imino-4-methyl-1-[(2R*,4R*)-2-methyl-tetrahydropyran-4-yl]-6-oxo-hexahydropyrimidin-4-yl}phenyl)-2-methylpyrazole-3-carboxamide trifluoroacetic acid salt FC(C(=O)O)(F)F.ClC1=C(C=CC=C1[C@]1(NC(N(C(C1)=O)[C@H]1C[C@H](OCC1)C)=N)C)NC(=O)C=1N(N=CC1)C |o1:21,23|